2-ethyl-6-methyl-N-(3-(naphthalen-1-yl)propyl)thieno[2,3-d]pyrimidin-4-amine C(C)C=1N=C(C2=C(N1)SC(=C2)C)NCCCC2=CC=CC1=CC=CC=C21